COC1=CC=C(C=C1)C(C(NC1=CC=C(C=C1)[Si](C)(C)C)=O)N(C(=O)C1OCCC1)C N-(1-(4-methoxyphenyl)-2-oxo-2-((4-(trimethylsilyl)phenyl)amino)ethyl)-N-methyltetrahydrofuran-2-carboxamide